[Cu+].BrC1=NC2=C3N=CC=CC3=CC=C2C=C1 bromo-1,10-phenanthroline copper (I)